Cl.ClC1=C(C(=CC(=C1)Cl)Cl)NN 2,4,6-trichlorophenylhydrazine hydrochloride